CS(=O)(=O)C=1C=C(C=NC1)C1=NC(=NC=C1C(F)(F)F)N[C@@H]1CC[C@H](CC1)N(C(OCCN1CCOCC1)=O)C1=NC=C(N=C1)C=1C=NC(=NC1)OC 2-(morpholin-4-yl)ethyl (trans-4-((4-(5-(methanesulfonyl)-pyridin-3-yl)-5-(trifluoromethyl)pyrimidin-2-yl)amino)cyclohexyl)(5-(2-methoxypyrimidin-5-yl)pyrazin-2-yl)carbamate